3-(3-{4-[(cis)-Hexahydro-1H-furo[3,4-c]pyrrol-5-carbonyl]phenyl}-1,2-oxazol-5-yl)-5-fluoro-6-(2-methoxyethoxy)-1H-indazol C1OC[C@@H]2[C@H]1CN(C2)C(=O)C2=CC=C(C=C2)C2=NOC(=C2)C2=NNC1=CC(=C(C=C21)F)OCCOC